The molecule is a member of the class of benzamides in which benzamide is substituted on nitrogen by a 2-(2-aminoethoxy)ethyl group and at the para-position by a 2-hydroxy-4-phenylcyclohexyl group. It is an ether and a member of benzamides. It derives from a benzamide. C1CC(C(CC1C2=CC=CC=C2)O)C3=CC=C(C=C3)C(=O)NCCOCCN